NCCNCCC[Si](OC)(OC)C N-(β-aminoethyl)-γ-aminopropyl-methyldimethoxysilane